[Co].[Ti].[K].[Li] lithium potassium titanium cobalt